(1S,4S,9S)-4-isopropyl-11-[[4-(trifluoromethyl)phenyl]methyl]-2-oxa-6,11-diazatricyclo[7.4.0.01,6]tridecan-7-one C(C)(C)[C@@H]1CO[C@@]23N(C1)C(C[C@H]3CN(CC2)CC2=CC=C(C=C2)C(F)(F)F)=O